Cl.OC1[C@H](N)[C@@H](O)[C@H](O)[C@H](O1)CO (D)-glucosamine hydrochloride